(S)-5-(2-(6-amino-9H-purin-9-yl)acetyl)-N-(3-chloro-2-fluorobenzyl)-5-azaspiro[2.4]heptane-6-carboxamide NC1=C2N=CN(C2=NC=N1)CC(=O)N1CC2(CC2)C[C@H]1C(=O)NCC1=C(C(=CC=C1)Cl)F